FC1=C(C=C(C=C1)C=1C2=C(N=NC1)N(C=N2)C(C)C)C=2C(=CC=1N(C2)C=C(N1)C)OC 4-(4-Fluoro-3-(7-methoxy-2-methylimidazo[1,2-a]pyridin-6-yl)phenyl)-7-isopropyl-7H-imidazo[4,5-c]pyridazine